ClC=1N=NC=CC1C(C)C 3-chloro-4-isopropyl-pyridazine